1-(1,3-thiazol-4-yl)methan-amine S1C=NC(=C1)CN